gamma-(4-cyano-benzyl)-proline C(#N)C1=CC=C(CC2C[C@H](NC2)C(=O)O)C=C1